5'-((3-endo)-3-amino-8-azabicyclo[3.2.1]octane-8-carbonyl)-2'-(6,7-difluoro-1-((1-hydroxycyclobutyl)methyl)-1H-benzo[d][1,2,3]triazol-5-yl)-3-fluoro-[1,1'-biphenyl]-4-carbonitrile NC1CC2CCC(C1)N2C(=O)C=2C=CC(=C(C2)C2=CC(=C(C=C2)C#N)F)C2=CC1=C(N(N=N1)CC1(CCC1)O)C(=C2F)F